(1S,8R)-N-(2-fluoro-4-methyl-5-pyridazin-3-ylphenyl)-9-azatricyclo[6.2.1.02,7]undeca-2(7),3,5-triene-9-carboxamide FC1=C(C=C(C(=C1)C)C=1N=NC=CC1)NC(=O)N1[C@H]2C=3C=CC=CC3[C@@H](C1)C2